NCC(CC)C(CC)C 3-(aminomethyl)-4-methylhexane